C(C=C)OC([O-])=O allyl-carbonat